8-[3-(3,3-Dicyclopropylpropoxy)-1H-pyrazol-1-yl]-12,12-dimethyl-2λ6-thia-3,9,11,19,24-pentaazatetracyclo[18.3.1.05,10.011,15]tetracosa-1(23),5(10),6,8,20(24),21-hexaene-2,2,4-trione C1(CC1)C(CCOC1=NN(C=C1)C=1C=CC=2C(NS(C3=CC=CC(NCCCC4CCC(N4C2N1)(C)C)=N3)(=O)=O)=O)C3CC3